4-(6-((6-(2-oxa-7-azaspiro[3.5]nonan-7-yl)pyrimidin-4-yl)amino)-1H-pyrazolo[4,3-c]pyridin-1-yl)-3-chloro-5-fluorobenzonitrile C1OCC12CCN(CC2)C2=CC(=NC=N2)NC2=CC1=C(C=N2)C=NN1C1=C(C=C(C#N)C=C1F)Cl